1-(3-(4-((4-([1,2,4]triazolo[1,5-a]pyridin-7-yloxy)-3-methylphenyl)amino)thieno[2,3-d]pyrimidin-6-yl)-3,6-diazabicyclo[3.1.1]heptan-6-yl)prop-2-en-1-one N=1C=NN2C1C=C(C=C2)OC2=C(C=C(C=C2)NC=2C1=C(N=CN2)SC(=C1)N1CC2N(C(C1)C2)C(C=C)=O)C